tert-butyl {3-(3-chloro-2-fluorophenyl)-1-[methoxy(methyl)amino]-1-oxopropan-2-yl}(4-methoxybenzyl)carbamate ClC=1C(=C(C=CC1)CC(C(=O)N(C)OC)N(C(OC(C)(C)C)=O)CC1=CC=C(C=C1)OC)F